(S)-1-methyl-2-(pyrrolidin-2-yl)-1H-benzimidazole CN1C(=NC2=C1C=CC=C2)[C@H]2NCCC2